5-bromouracil-1-acetic acid BrC=1C(NC(N(C1)CC(=O)O)=O)=O